C(C=C)C=1C(=C(C=C(C1)C)N1C2=CC=CC=C2C=2C=CC=CC12)OCOC 9-(3-allyl-2-(methoxymethyloxy)-5-methylphenyl)-9H-carbazole